(2Z)-3-({3-[(2Z)-3-carboxy-N-ethylprop-2-enamido]-2-hydroxypropyl}(ethyl)carbamoyl)prop-2-enoic acid C(=O)(O)\C=C/C(=O)N(CC)CC(CN(C(=O)\C=C/C(=O)O)CC)O